tribromoacetic acid (4-methyl-4-pentenyl) ester CC(CCCOC(C(Br)(Br)Br)=O)=C